9-chloro-5-oxo-5,6-dihydro-11H-benzo[b]pyrido[2,3-e][1,4]diazepine ClC1=CC2=C(NC(C3=C(N2)N=CC=C3)=O)C=C1